D-Ribose-2,3,4,5-13C4 O=C[13C@H](O)[13C@H](O)[13C@H](O)[13CH2]O